FC1(C(C=2C(=CN(C2CC1)C1=NC(=CC=C1)F)C(F)(F)F)O)F 5,5-difluoro-1-(6-fluoropyridin-2-yl)-3-(trifluoromethyl)-4,5,6,7-tetrahydro-1H-indol-4-ol